C(C1=CC=CC=C1)N1C[C@H]2CC[C@@H](C1)C2N(C=2C(=C(C(=NC2)S(=O)(=O)NC2=NC(=CC=C2)F)F)C)C 5-(((1r,5s,8r)-3-benzyl-3-azabicyclo[3.2.1]oct-8-yl)(methyl)amino)-3-fluoro-N-(6-fluoropyridin-2-yl)-4-methylpyridine-2-sulfonamide